COC1=CC=C(C=C1)C=1C(=C(C2=C(C1)C1=CC=C(C=C1C21C2=C(C(=C(C(=C2OC=2C(=C(C(=C(C12)C1=CC=C(C=C1)OC)N)C1=CC=C(C=C1)OC)C1=CC=C(C=C1)OC)C1=CC=C(C=C1)OC)C1=CC=C(C=C1)OC)N)C1=CC=C(C=C1)OC)N)C1=CC=C(C=C1)OC)N octakis(4-methoxyphenyl)spiro[fluorene-9,9'-xanthene]-2,2',7,7'-tetraamine